N1CC(C1)C12CC(C1)(C2)COC2=NC=CC(=C2)C(F)(F)F 2-[[3-(azetidin-3-yl)-1-bicyclo[1.1.1]pentanyl]methoxy]-4-(trifluoromethyl)pyridine